2-(4-chlorophenoxy)-1-(4-((2,3-dihydrobenzofuran-5-yl)sulfonyl)piperazin-1-yl)-2-methylpropan-1-one ClC1=CC=C(OC(C(=O)N2CCN(CC2)S(=O)(=O)C=2C=CC3=C(CCO3)C2)(C)C)C=C1